(5R)-5-[(1R,3aS,3bS,5aR,6R,7S,9aR,9bS,11aR)-7-acetoxy-6-hydroxy-9a,11a-dimethylhexadecahydro-1H-cyclopenta[1,2-a]phenanthren-1-yl]-1-(2-fluorophenyl)hexyl acetate C(C)(=O)OC(CCC[C@@H](C)[C@H]1CC[C@@H]2[C@@]1(CC[C@@H]1[C@]3(CC[C@@H]([C@@H]([C@@H]3CC[C@@H]21)O)OC(C)=O)C)C)C2=C(C=CC=C2)F